3,3,3-trifluoro-1-phenylpropan-1-amine FC(CC(N)C1=CC=CC=C1)(F)F